COC1=CC=C(CN(C2CC(C2)NC(OC(C)(C)C)=O)C2=C3C(=NC=4N2N=CC4)C4(CC4)C(C3)C)C=C1 tert-butyl ((1R,3R)-3-((4-methoxybenzyl)(6-methyl-6,7-dihydrospiro[cyclopenta[d]pyrazolo[1,5-a]pyrimidine-5,1'-cyclopropane]-8-yl)amino)cyclobutyl)carbamate